ClC=1C=C(NC2(CCC3([C@@H](CC4=CC=C(C=C34)F)C[C@H](COC3=CC=NC=4CCC[C@H](C34)C)C)CC2)C(=O)O)C=CC1 (1r,2'R,4R)-4-(3-chloroanilino)-6'-fluoro-2'-[(2R)-2-methyl-3-{[(5R)-5-methyl-5,6,7,8-tetrahydroquinolin-4-yl]oxy}propyl]-2',3'-dihydrospiro[cyclohexane-1,1'-indene]-4-carboxylic acid